BrC1=NN(C(=C1)C1=NC2=C(C(O1)=O)C=C(C=C2)C#N)C2=NC=CC=C2Cl 2-[3-bromo-1-(3-chloro-2-pyridyl)-1H-pyrazole-5-yl]-6-cyano-4H-3,1-benzoxazine-4-one